NC=1C(=C(C=C2C=C(N=CC12)NC1=NN2CC(N(CCC2=C1)C(C)C)=O)CN1C(CN(CC1)C)=O)F 2-((8-amino-7-fluoro-6-((4-methyl-2-oxopiperazin-1-yl)methyl)isoquinolin-3-yl)amino)-6-isopropyl-5,6-dihydro-4H-pyrazolo[1,5-d][1,4]diazepin-7(8H)-one